(1R,2S,3R,5R)-3-{5-ethyl-4-methylpyrrolo[2,3-d]pyrimidin-7-yl}-5-[{{3-[(2-phenylethyl)amino]propyl}amino}methyl]cyclopentane-1,2-diol C(C)C1=CN(C=2N=CN=C(C21)C)[C@H]2[C@@H]([C@@H]([C@H](C2)CNCCCNCCC2=CC=CC=C2)O)O